COC=1C=C2CCCC(C2=CC1)(C(=O)OC)C methyl 6-methoxy-1-methyl-1,2,3,4-tetrahydronaphthalene-1-carboxylate